C(C)(C)(C)OC(=O)N1C(C2=CC=CC=C2C1)NC1=C(N=NC(=C1)Cl)C(=O)OC ((6-chloro-3-(methoxycarbonyl)pyridazin-4-yl)amino)isoindoline-2-carboxylic acid tert-butyl ester